C(C1=CC=CC=C1)OC(=O)[C@H]1[C@@H](CC(C[C@@H]1C1=CC=C(C=C1)Br)(F)F)C(=O)O |r| rac-(1R,2R,3S)-2-((benzyloxy)carbonyl)-3-(4-bromophenyl)-5,5-difluorocyclohexane-1-carboxylic acid